4-(thiazol-2-yl)-4H-thiazolo[5',4':4,5]Pyrrolo[2,3-d]Pyridazin-5(6H)-one S1C(=NC=C1)N1C2=C(C3=C1C(NN=C3)=O)SC=N2